2-(2-chloro-2'-ethyl-4'-((8-(methylsulfonyl)-3,8-diazabicyclo[3.2.1]octan-3-yl)methyl)-[1,1'-biphenyl]-4-yl)-1,1,1,3,3,3-hexafluoropropan-2-ol ClC1=C(C=CC(=C1)C(C(F)(F)F)(C(F)(F)F)O)C1=C(C=C(C=C1)CN1CC2CCC(C1)N2S(=O)(=O)C)CC